3-chloro-4-iodo-1H-pyrazole ClC1=NNC=C1I